Cl.CN(C)CCCCCCCCCCCCCCCCCC N,N-dimethyl-octadecylamine hydrochloride